The molecule is a pyridinedicarboxylic acid carrying two carboxy groups at positions 2 and 6. It has a role as a bacterial metabolite. It is a conjugate acid of a dipicolinate(1-). C1=CC(=NC(=C1)C(=O)O)C(=O)O